tert-butyl (3R)-3-(aminomethyl)pyrrolidine-carboxylate NC[C@@H]1CN(CC1)C(=O)OC(C)(C)C